ClC1=CC2=C(N=CN(C2=O)CC2(CCN(CC2)C(C2=CC=C(C=C2)Cl)=O)O)N1C1=CC=C(C=C1)[C@H]1N(CCOC1)C(=O)OC(C)(C)C tert-Butyl (R)-3-(4-(6-chloro-3-((1-(4-chlorobenzoyl)-4-hydroxypiperidin-4-yl)methyl)-4-oxo-3,4-dihydro-7H-pyrrolo[2,3-d]pyrimidin-7-yl)phenyl)morpholine-4-carboxylate